N-methyl-5,8-dihydro-6H-pyrano[3,4-b]pyridin-5-amine CNC1COCC2=NC=CC=C21